FC(OC=1C=C(C=CC1)N1C(N(C2=C1C(=CC(=C2)C(=O)NC2(CS(C2)(=O)=O)C)F)C(C)C)=O)F 1-[3-(difluoromethoxy)phenyl]-7-fluoro-3-isopropyl-N-(3-methyl-1,1-dioxo-thiaCyclobut-3-yl)-2-oxo-benzimidazole-5-carboxamide